C(CCC)C1=CC=C(C(=O)NC(C(=O)O)=CC=2SC=CC2)C=C1 2-(4-butylbenzamido)-3-(thiophen-2-yl)acrylic acid